ClC1=NC(=CC(=C1)C1(CC2(COC2)C1)C(=O)OCC)Cl ethyl 6-(2,6-dichloropyridin-4-yl)-2-oxaspiro[3.3]heptane-6-carboxylate